N1=C(C=NC=C1)C1=CC(=NO1)C(=O)NC=1C=NN(C1)C1CCC2=CC(=CC=C12)C(F)(F)F 5-(pyrazin-2-yl)-N-(1-(5-(trifluoromethyl)-2,3-dihydro-1H-inden-1-yl)-1H-pyrazol-4-yl)isoxazole-3-carboxamide